4-bromo-1,1':2',1''-terphenyl BrC1=CC=C(C=C1)C=1C(=CC=CC1)C1=CC=CC=C1